FC(C(=O)O)(F)F.CC=1N=C(NC1C)C1=NC=CC(=C1)C=1C=NC=C(C1)C(=O)NC1CCOCC1 2'-(4,5-Dimethyl-1H-imidazol-2-yl)-N-(tetrahydro-2H-pyran-4-yl)-3,4'-bipyridine-5-carboxamide trifluoroacetate salt